8'-((3-chloro-2-methylphenyl)amino)-2'-(4-methoxybenzyl)-7'-(thieno[3,2-b]pyridin-7-yl)-4'H-spiro[cyclobutane-1,3'-pyrrolo[1,2-a]pyrazin]-1'(2'H)-one ClC=1C(=C(C=CC1)NC=1C(=CN2C1C(N(C1(C2)CCC1)CC1=CC=C(C=C1)OC)=O)C1=C2C(=NC=C1)C=CS2)C